[(R)-methyl(oxido){(1R)-1-[6-(trifluoromethyl)pyridin-3-yl]ethyl}-λ4-sulfanylidene]cyanamide CC[C@H](C=1C=NC(=CC1)C(F)(F)F)[S@@]([O-])=NC#N